tert-Butyl 3-{[2-(3-chlorophenyl)-3-fluoropyridin-4-yl]methyl}-4-[(methylsulfonyl)amino]-2-azabicyclo[3.1.1]heptane-2-carboxylate ClC=1C=C(C=CC1)C1=NC=CC(=C1F)CC1N(C2CC(C1NS(=O)(=O)C)C2)C(=O)OC(C)(C)C